2-butyloctyl (Z)-11-((8-((2-butyloctyl) oxy)-8-oxooctyl) amino)-10-(3-(diethylamino)-N-(4-(non-2-en-1-yloxy)-4-oxobutyl) propanamido)-11-oxoundecanoate C(CCC)C(COC(CCCCCCCNC(C(CCCCCCCCC(=O)OCC(CCCCCC)CCCC)N(C(CCN(CC)CC)=O)CCCC(=O)OC\C=C/CCCCCC)=O)=O)CCCCCC